C[Si](N1CCCCC1)(C)C N-(trimethylsilyl)piperidine